NC1=C(C=C(C=C1)C=1SC=CC1)NC(=O)C=1C=NC(=CC1)S(=O)(=N)C N-[2-amino-5-(2-thienyl)phenyl]-6-(methylsulfonimidoyl)pyridine-3-carboxamide